C(#N)C1=CNC2=C(C=CC(=C12)C)C1=C(C=CC(=C1)S(=O)(=O)N1CC(NCC1)=O)S(=O)(=O)N (3-cyano-4-methyl-1H-indol-7-yl)-4-((3-oxopiperazin-1-yl)sulfonyl)benzenesulfonamide